3-((1H-indazol-4-yl)methyl)-7-(4-fluorobenzyl)-5-methyl-3,5-dihydro-4H-pyridazino[4,5-b]indol-4-one N1N=CC2=C(C=CC=C12)CN1N=CC2=C(N(C=3C=C(C=CC23)CC2=CC=C(C=C2)F)C)C1=O